O(C1=CC=CC=C1)CPOC1=CC=CC2=CC=CC=C12 phenoxymethyl-naphthyloxyphosphine